2-(4-trifluoromethyl-benzyl)-3-(1-(2-oxo-2H-chromen-8-yl)-1H-1,2,3-triazol-4-yl)picolinamide FC(C1=CC=C(CC2(NC=CC=C2C=2N=NN(C2)C=2C=CC=C3C=CC(OC23)=O)C(=O)N)C=C1)(F)F